dimethyloctadecyl-[3-(methoxysilyl)propyl]ammonium chloride [Cl-].C[N+](CCC[SiH2]OC)(CCCCCCCCCCCCCCCCCC)C